Alpha-galactose O[C@@H]1[C@H](O)[C@@H](O)[C@@H](O)[C@H](O1)CO